6-((1R,5S,6r)-3-oxabicyclo[3.1.0]hexan-6-yl)-3-(1,2-dihydroxyethyl)-2-(2-fluorobenzyl)-2,6-dihydro-7H-pyrazolo[3,4-d]pyridazin-7-one [C@H]12COC[C@@H]2C1N1N=CC=2C(C1=O)=NN(C2C(CO)O)CC2=C(C=CC=C2)F